[18F]C(CCSCCC(=O)O)C\C=C/C\C=C/C\C=C/CC 3-{[(5Z,8Z,11Z)-3-[18F]fluorotetradec-5,8,11-trien-1-yl]Sulfanyl}propionic acid